(R)-(1-(imidazo[1,2-a]pyridin-5-yl)propan-2-yl)carbamic acid tert-butyl ester C(C)(C)(C)OC(N[C@@H](CC1=CC=CC=2N1C=CN2)C)=O